C1(CC1)C1=C(C(=NC=C1N=C(C1=CC=CC=C1)C1=CC=CC=C1)C(=O)N)C(F)F cyclopropyl-3-(difluoromethyl)-5-((diphenylmethylene)amino)pyridinecarboxamide